6-benzyl-hexahydro-pyrrolo[3,4-b]pyridin-7-one C(C1=CC=CC=C1)N1C(C2NCCCC2C1)=O